(S)-3-([1,1'-biphenyl]-3-yl)-2-aminopropanoic acid C1(=CC(=CC=C1)C[C@@H](C(=O)O)N)C1=CC=CC=C1